FC(C(=O)O)(F)F.NCCCCN1N=C(C=2C1=NC=NC2N)C=2NC1=C(C=CC=C1C2)OC 1-(4-aminobutyl)-3-(7-methoxy-1H-indol-2-yl)-1H-pyrazolo[3,4-d]pyrimidin-4-amine Trifluoroacetic Acid Salt